2-[[6-[(3R)-3-amino-1-piperidinyl]-3,4-dihydro-3-methyl-2,4-dioxo-1(2H)-pyrimidinyl]methyl]-4-fluoro-benzonitrile N[C@H]1CN(CCC1)C1=CC(N(C(N1CC1=C(C#N)C=CC(=C1)F)=O)C)=O